CN1N=NN=C1NC(C1=C(N=C(C=C1)S(=O)(=O)C)C(F)(F)F)=O N-(1-methyl-1H-tetrazole-5-yl)-6-(methylsulfonyl)-2-(trifluoromethyl)nicotinamide